N1=CN=C2N=CN(C2=C1)CCC#CC1=CC=C(C=C1)C1=CC(=NO1)CN1C(=NC=C1)C(C)O 1-(1-((5-(4-(4-(7H-purin-7-yl)but-1-yn-1-yl)phenyl)isoxazol-3-yl)methyl)-1H-imidazol-2-yl)ethan-1-ol